[Pt](Cl)(Cl)(Cl)Cl platinum tetrachloride